FC(CS(=O)(=O)NC1=C(C(=C(C2=CC=CC=C12)OC=1N=CSC1C1=NC(=NC=C1)N[C@@H]1CNCCC1)C)F)(F)F 2,2,2-Trifluoro-N-[2-fluoro-3-methyl-4-[5-[2-[[(3S)-3-piperidyl]amino]pyrimidin-4-yl]thiazol-4-yl]oxy-1-naphthyl]ethanesulfonamide